PHENYL-N-BUTYRAMIDE C1(=CC=CC=C1)C(C(=O)N)CC